CNC(=O)C1=NC(=C(N=C1C)NCCN1CCCC1)CC1=CC(=CC=C1)C N,3-dimethyl-6-(3-methylbenzyl)-5-((2-(pyrrolidin-1-yl)ethyl)amino)pyrazine-2-carboxamide